8-[1-(2,2-difluoroethyl)-1H-pyrazolo[3,4-b]pyrazin-6-yl]-1-({[6-(trifluoromethyl)pyridin-2-yl]oxy}methyl)-8-azaspiro[4.5]decane FC(CN1N=CC=2C1=NC(=CN2)N2CCC1(CCCC1COC1=NC(=CC=C1)C(F)(F)F)CC2)F